F[C@]1(CN(CC1)C(C=C)=O)C#CC1=CC=C(C=C1)C(F)(F)F |o1:1| (S*)-1-(3-fluoro-3-((4-(trifluoromethyl)phenyl)ethynyl)pyrrolidin-1-yl)prop-2-en-1-one